C(C)(C)C=1C(=NNC1C=1C=C(C=2N(C1)N=CN2)C)C2=CC=C(C=C2)C2CN(C2)C(C)C 6-(4-isopropyl-3-(4-(1-isopropylazetidin-3-yl)phenyl)-1H-pyrazol-5-yl)-8-methyl-[1,2,4]triazolo[1,5-a]pyridine